silver nickel palladium copper [Cu].[Pd].[Ni].[Ag]